trimercaptotriphenylene SC=1C(=C(C=2C3=CC=CC=C3C3=CC=CC=C3C2C1)S)S